COC1=NC2=CC=CC=C2C=C1C1=CN=C(N1)[C@H](CCCCCC(CC)=O)NC(=O)C1CC12CN(C2)C N-((S)-1-(5-(2-Methoxychinolin-3-yl)-1H-imidazol-2-yl)-7-oxononyl)-5-methyl-5-azaspiro[2.3]hexan-1-carboxamid